ethyl trimethoxybenzoate COC1=C(C(=C(C(=O)OCC)C=C1)OC)OC